O1COC2=C1C=CC(=C2)CN2CCN(CC2)CC2=NC(=NC(=N2)NC2=CC=C(C=C2)C)N (4-(benzo[d][1,3]dioxol-5-ylmethyl)piperazin-1-yl)methyl-N2-(p-tolyl)-1,3,5-triazine-2,4-diamine